[Ca+2].C(C(O)C)(=O)[O-].C(C(O)C)(=O)[O-] lactic acid, calcium salt